FP1OC2=C(C(C3=C(O1)C(=CC(=C3)C(C)(C)C)C(C)(C)C)C)C=C(C(=C2)C(C)(C)C)C(C)(C)C 6-fluoro-2,4,9,10-tetra-tert-butyl-12-methyldibenzo[d,g]-1,3,2-dioxaphosphocin